C1=C(C=CC=2C3=CC=CC=C3NC12)C=1C(=NN(N1)COCC[Si](C)(C)C)C(=O)OCC ethyl 5-(9H-carbazol-2-yl)-2-((2-(trimethylsilyl) ethoxy) methyl)-2H-1,2,3-triazole-4-carboxylate